O=C1CC2C(O1)C=C(C2)C(=O)O 2-oxo-3,3a,4,6a-tetrahydro-2H-cyclopenta[b]furan-5-carboxylic acid